O=C1NC(CCC1N1C(C2=CC=CC(=C2C1)OCC1=CC=C(C=C1)CN(CCN(C(OC(C)(C)C)=O)C)C)=O)=O tert-butyl N-[2-[[4-[[2-(2,6-dioxo-3-piperidyl)-1-oxo-isoindolin-4-yl]oxymethyl]phenyl]methyl-methyl-amino]ethyl]-N-methyl-carbamate